9-(4-(1H-1,2,3-triazol-1-yl)benzyl)-2-(2-isopropylphenyl)-7,9-dihydro-8H-purin-8-one N1(N=NC=C1)C1=CC=C(CN2C3=NC(=NC=C3NC2=O)C2=C(C=CC=C2)C(C)C)C=C1